8-((4-methyl-2-(trifluoromethyl)pyrimidin-5-yl)sulfonyl)-1-oxa-8-azaspiro[4.5]decan-3-one CC1=NC(=NC=C1S(=O)(=O)N1CCC2(CC(CO2)=O)CC1)C(F)(F)F